(S)-N-(3-fluoro-4-(5-((R)-1-methyl-1,2,3,4-tetrahydroisoquinoline-2-carbonyl)-7-(2-methyl-2H-1,2,3-triazol-4-yl)pyrazolo[1,5-a]pyrimidin-2-yl)phenyl)-3-hydroxypyrrolidine-1-carboxamide FC=1C=C(C=CC1C1=NN2C(N=C(C=C2C2=NN(N=C2)C)C(=O)N2[C@@H](C3=CC=CC=C3CC2)C)=C1)NC(=O)N1C[C@H](CC1)O